3-tert-butoxycarbonyl-3-azabicyclo[3.1.1]heptane-6-carboxylic acid C(C)(C)(C)OC(=O)N1CC2C(C(C1)C2)C(=O)O